Tert-butyl (12aR)-9-bromo-10-chloro-8-[(trimethylsilyl)ethynyl]-3,4,12,12a-tetrahydro-6H-pyrazino[2,1-c][1,4]benzoxazepine-2(1H)-carboxylate BrC1=C(C2=C(CN3[C@@H](CO2)CN(CC3)C(=O)OC(C)(C)C)C=C1C#C[Si](C)(C)C)Cl